NC=1C(=NC=C(N1)N1CCC(CC1)(C)N)C=1C(=C(C=CC1)N1CCN(CC1)CC1=CC=C(C=C1)C1C(NC(CC1)=O)=O)Cl 3-(4-((4-(3-(3-amino-5-(4-amino-4-methylpiperidin-1-yl)pyrazin-2-yl)-2-chlorophenyl)piperazin-1-yl)methyl)phenyl)piperidine-2,6-dione